O=C1NC(CCC1N1C(N(C2=C1C=CC(=C2)CCN2[C@@H](CN(CC2)C(=O)OC(C)(C)C)C)C)=O)=O Tert-butyl (3R)-4-[2-[1-(2,6-dioxo-3-piperidyl)-3-methyl-2-oxo-benzimidazol-5-yl]ethyl]-3-methyl-piperazine-1-carboxylate